2-methyl-[4-(methylthio)phenyl]2-morpholinyl-1-propanone CC(C(=O)C1=CC=C(C=C1)SC)(C)N1CCOCC1